N1=C(C=CC2=CC=CN=C12)CCCCC(=O)O 5-(1,8-naphthyridin-2-yl)pentanoic acid